2,2'-methylenebis(4-methyl-6-cyclohexyl-phenol) C(C1=C(C(=CC(=C1)C)C1CCCCC1)O)C1=C(C(=CC(=C1)C)C1CCCCC1)O